2-propoxy-5,6-dihydro-4H-1,3-oxazine C(CC)OC=1OCCCN1